3-((6-(difluoromethoxy)-4-(2-((2,6-dimethylpyrimidin-4-yl)amino)pyrazolo[1,5-a]pyridin-5-yl)pyridin-3-yl)oxy)-2,2-dimethylpropanoic acid FC(OC1=CC(=C(C=N1)OCC(C(=O)O)(C)C)C1=CC=2N(C=C1)N=C(C2)NC2=NC(=NC(=C2)C)C)F